ClC1=CC=C(C=C1)C=1C(=NC=CC1)CO (S)-(4-chlorophenyl)-2-pyridinemethanol